(R)-2-fluoro-3-methyl-2'-(methylthio)-5',8'-dihydro-3'H-spiro[indene-1,7'-quinazolin]-4'(6'H)-one FC1=C(C2=CC=CC=C2[C@]12CCC=1C(NC(=NC1C2)SC)=O)C